(2R,4S)-1-(tert-butoxycarbonyl)-4-(dimethylamino)pyrrolidine-2-carboxylic acid C(C)(C)(C)OC(=O)N1[C@H](C[C@@H](C1)N(C)C)C(=O)O